CC=1NC=2N(C(C1CC1=CC3=C(OCCN3C)C=C1)=O)N=C(C2N2CCCCC2)C2=CC=CC=C2 5-methyl-6-((4-methyl-3,4-dihydro-2H-benzo[b][1,4]oxazin-6-yl)methyl)-2-phenyl-3-(piperidin-1-yl)pyrazolo[1,5-a]pyrimidin-7(4H)-one